5-Chloro-2-((4-methoxyphenyl)amino)benzoic acid ClC=1C=CC(=C(C(=O)O)C1)NC1=CC=C(C=C1)OC